C1CC(C1)(CNC(=O)CC2=NC3=CN=C4C(=C3N2C5CCC(CC5)CC#N)C=CN4)O 2-(1-((1r,4r)-4-(cyanomethyl)cyclohexyl)-1,6-dihydroimidazo[4,5-d]pyrrolo[2,3-b]pyridin-2-yl)-N-((1-hydroxycyclobutyl)methyl)acetamide